C(=O)(OC(C)(C)C)N[C@@H](C)C(=O)[O-] |r| N-Boc-(±)-Alaninate